CC1(O[C@H]2[C@@H](O1)[C@@H](C[C@@H]2C(C)(O)C2=CC=C(C=C2)F)N2C=CC1=C2N=CN=C1C)C 1-((3aR,4S,6R,6aS)-2,2-dimethyl-6-(4-methyl-7H-pyrrolo[2,3-d]pyrimidin-7-yl)tetrahydro-4H-cyclopenta[d][1,3]dioxol-4-yl)-1-(4-fluorophenyl)ethan-1-ol